palladium diphosphine P.P.[Pd]